CC(C(=O)N[C@@H](CC(NC1=CC=CC=C1)=O)C1=CC=CC=C1)(CC)C (S)-2,2-dimethyl-N-(3-oxo-1-phenyl-3-(phenylamino)propyl)butanamide